5,8-dibromo-6,7-difluoro-2-[(2-hexyldecyl)oxy]quinoxaline Ethyl-3-[(E)-1-methyl-4-(4,4,5,5-tetramethyl-1,3,2-dioxaborolan-2-yl)but-3-enoxy]Propanoate C(C)OC(CCOC(C\C=C\B1OC(C(O1)(C)C)(C)C)C)=O.BrC1=C2N=CC(=NC2=C(C(=C1F)F)Br)OCC(CCCCCCCC)CCCCCC